Cyclopropyl-[(5r,7r)-7-chloro-5-phenyl-6,7-dihydro-5H-pyrrolo[1,2-b][1,2,4]triazol-2-yl]methanone C1(CC1)C(=O)C=1N=C2N(N1)[C@H](C[C@H]2Cl)C2=CC=CC=C2